6-morpholino-4-((1-(3-nitro-5-(trifluoromethyl)phenyl)ethyl)amino)phthalazin-1(2H)-one O1CCN(CC1)C=1C=C2C(=NNC(C2=CC1)=O)NC(C)C1=CC(=CC(=C1)C(F)(F)F)[N+](=O)[O-]